2,3-dimethyl-6-(2-(1-methyl-1H-pyrazol-4-yl)morpholino)-8-(6-(trifluoromethyl)pyridin-3-yl)pyrido[3,4-d]pyrimidin-4(3H)-one CC=1N(C(C2=C(N1)C(=NC(=C2)N2CC(OCC2)C=2C=NN(C2)C)C=2C=NC(=CC2)C(F)(F)F)=O)C